5-(Methylthio)imidazo[1,5-c]pyrimidine-1-carboxylic acid ethyl ester C(C)OC(=O)C=1N=CN2C(=NC=CC21)SC